S1C(=CC=C1)C1=CC=C(O1)CN1CCNCC1 4-((5-(thiophen-2-yl)furan-2-yl)methyl)piperazine